[Na+].[Na+].O[C@@H](C(=O)[O-])CCC(=O)[O-] D-α-Hydroxyglutaric acid disodium salt